C(C=C)NC=1C(C2=CC=CC=C2C(C1)=O)=O 2-allylamino-1,4-naphthoquinone